NC(C(=O)O)CCNC(=O)OC(C)(C)C 2-amino-4-((tert-butoxycarbonyl)amino)butanoic acid